BrC1=C2C=C(C(=NC2=CC(=C1)C)C)O 5-bromo-2,7-dimethylquinolin-3-ol